FC1=C(C=CC=C1F)[C@@H]1N(OCC1)C1=CC(=NC=N1)NC=1C(=CC(=C(C1)NC(C=C)=O)N1CCC(CC1)N(C)C)OC N-(5-((6-((R)-3-(2,3-difluorophenyl)isoxazolidine-2-yl)pyrimidine-4-yl)amino)-2-(4-(dimethylamino)piperidine-1-yl)-4-methoxyphenyl)acrylamide